C1(CC1)C(C1OCCC1)NC(=O)C1=NNC(=C1)C=1C=C(C=CC1)C=1OC(=CN1)C(=O)NC(CC)CC 2-(3-(3-((cyclopropyl(tetrahydrofuran-2-yl)methyl)carbamoyl)-1H-pyrazol-5-yl)phenyl)-N-(pentan-3-yl)oxazole-5-carboxamide